C(C)N(C1=CC=C(C=C1)/C=C/C(=O)C1=CC=C(OCC(=O)O)C=C1)CC 2-[4-[(E)-3-[4-(Diethylamino)phenyl]prop-2-enoyl]phenoxy]acetic acid